NC1=CC(=C(C=N1)S(=O)(=O)N(C)C)C 6-Amino-N,N,4-trimethylpyridine-3-sulfonamide